N-(2-((5-cyano-4-((2-isopropoxyphenyl)amino)pyrimidin-2-yl)amino)-5-(4-fluoro-[1,4-bipiperidin]-1'-yl)phenyl)acrylamide C(#N)C=1C(=NC(=NC1)NC1=C(C=C(C=C1)N1CCC(CC1)N1CCC(CC1)F)NC(C=C)=O)NC1=C(C=CC=C1)OC(C)C